C(CNCCCNCCN)NCCCNCCN 2,2'-[ethylenebis(iminotrimethyleneimino)]bis(ethanamine)